ClC1=NN(C2=NC(=NC=C21)Cl)CCCOC2=NN(C(=C2[N+](=O)[O-])C)C=2C(=NC(=NC2)C)OC 3,6-dichloro-1-(3-((1-(4-methoxy-2-methylpyrimidin-5-yl)-5-methyl-4-nitro-1H-pyrazol-3-yl)oxy)propyl)-1H-pyrazolo[3,4-d]pyrimidine